ClC1=C(C(=CC=C1)[N+](=O)[O-])SC 1-chloro-2-(methylthio)-3-nitro-benzene